ClC1=CNC2=C(C=CC(=C12)Cl)NS(=O)(=O)C1=CN=C(S1)C N-(3,4-dichloro-1H-indol-7-yl)-2-methyl-thiazole-5-sulfonamide